CN1CCC(CC1)N1N=CC=2C1=NC=NC2NCC2=CC=C(C=C2)S(=O)(=O)N 4-(((1-(1-methylpiperidin-4-yl)-1H-pyrazolo[3,4-d]pyrimidin-4-yl)amino)methyl)benzenesulfonamide